2-(3-chloro-4-methyl-6,7-dihydro-5H-pyrido[2,3-c]pyridazin-8-yl)thiazole-4-carboxylic acid ethyl ester C(C)OC(=O)C=1N=C(SC1)N1CCCC2=C1N=NC(=C2C)Cl